N,N'-bis(3-methylenepent-4-enyl)hexahydropyrroloisoindole C=C(CCN1CC2=C3C(CCC2C1)N(C=C3)CCC(C=C)=C)C=C